FC1=C(CN2C(C=3C=CC(=NC3CC2)C)=O)C=C(C=C1)OC(F)(F)F 6-(2-fluoro-5-(trifluoromethoxy)benzyl)-2-methyl-7,8-dihydro-1,6-naphthyridin-5(6H)-one